COC1=CC=C(CN(C2=NC(=C(C(=N2)OC)O)OC)CC2=CC=C(C=C2)OC)C=C1 2-[bis-(4-methoxy-benzyl)amino]-4,6-dimethoxy-5-pyrimidin-ol